CC1(CCNCC1)NC([O-])=O (4-methyl-4-piperidyl)carbamate